imidazolecarboxylic acid isopropylamine salt C(C)(C)N.N1C(=NC=C1)C(=O)O